((2-(6,8-dioxa-2-azaspiro[3.5]nonan-7-yl)ethyl)((2,3-dihydrobenzofuran-5-yl)methyl)amino)nicotinonitrile C1NCC12COC(OC2)CCN(CC=2C=CC1=C(CCO1)C2)C2=C(C#N)C=CC=N2